1-(4-methylpiperazin-1-yl)butane-1,3-dione CN1CCN(CC1)C(CC(C)=O)=O